C(=O)C(C(=O)O)O The molecule is a 3-oxo monocarboxylic acid, a 2-hydroxy monocarboxylic acid and an aldehyde. It has a role as an Escherichia coli metabolite and a mouse metabolite. It derives from a propionic acid. It is a conjugate acid of a 2-hydroxy-3-oxopropanoate.